FC1=C(C(=CC=C1)C(F)(F)F)N1N=C2C(=CC1=O)NN=C2C2=CC=C(C=C2)N2CCN(CC2)C 5-(2-Fluoro-6-(trifluoromethyl)phenyl)-3-(4-(4-methylpiperazin-1-yl)phenyl)-1H-pyrazolo[4,3-c]pyridazin-6(5H)-on